t-butyl 7-((4-chloro-2-fluorophenoxy) methyl)-3,4-dihydroisoquinoline-2(1H)-carboxylate ClC1=CC(=C(OCC2=CC=C3CCN(CC3=C2)C(=O)OC(C)(C)C)C=C1)F